CCC(COCCOCC(CC)N)N 5,8-Dioxa-dodecan-3,10-diamin